C(C1=CC=CC=C1)OC(=O)N[C@H]1C[C@H](N(C1)C(=O)OC(C)(C)C)C\C=C\C(=O)OC tert-butyl (2R,4S)-4-(((benzyloxy)carbonyl)amino)-2-((E)-4-methoxy-4-oxobut-2-en-1-yl)pyrrolidine-1-carboxylate